5,6-bis(2-(2-(2-methoxyethoxy)ethoxy)ethoxy)-1H-benzo[d]imidazole COCCOCCOCCOC1=CC2=C(NC=N2)C=C1OCCOCCOCCOC